CC1(CC(CCC1)C)C 1,1,3-Trimethylcyclohexan